N1(CCC1)C=1C2=C(N=C(N1)C)CN(C2)C(=O)OC2CNC2 azetidin-3-yl 4-(azetidin-1-yl)-2-methyl-5,7-dihydro-6H-pyrrolo[3,4-d]pyrimidine-6-carboxylate